ClC1=NC=C(C(=C1)C1=C(C=NC(=C1)C)C(=O)NC=1SC(=NN1)O[C@@H]1C[C@@H](CCC1)OC)OC 2'-chloro-5'-methoxy-N-(5-(((1S,3R)-3-methoxycyclohexyl)oxy)-1,3,4-thiadiazol-2-yl)-6-methyl-(4,4'-bipyridine)-3-carboxamide